FC1=C(C(=O)NC2=CC(=CC=C2)S(N)(=O)=O)C(=CC=C1C(F)(F)F)C1CCOC2=C(C(=CC=C12)OC(F)(F)F)F 2-fluoro-6-(8-fluoro-7-(trifluoromethoxy)chroman-4-yl)-N-(3-sulfamylphenyl)-3-(trifluoromethyl)benzamide